Cl.O1C(CCC12CNCCC2)=O 1-oxa-7-azaspiro[4.5]decan-2-one hydrochloride